N,N-diisoPropylethylamine CCN(C(C)C)C(C)C